C1(=CC=CC=C1)C(C)SCC(=O)N1CC2CCC(C1)N2C2=NC=C(C#N)C=C2 Racemic-6-(3-(2-((1-phenylethyl)thio)acetyl)-3,8-diazabicyclo[3.2.1]octan-8-yl)nicotinonitrile